[Co+2].FC1=CC=C(C=C1)C=1C2=CC=C(N2)C(=C2C=CC(C(=C3C=CC(=C(C=4C=CC1N4)C4=CC=C(C=C4)F)N3)C3=CC=C(C=C3)F)=N2)C2=CC=C(C=C2)F 5,10,15,20-tetrakis(4-fluorophenyl)porphyrin cobalt (II)